N-[(3S,4S)-1,3-dimethyl-4-piperidyl]-6-[3-[2-fluoro-4-(methylcarbamoyl)anilino]prop-1-ynyl]-1-(2,2,2-trifluoroethyl)benzimidazole-4-carboxamide CN1C[C@@H]([C@H](CC1)NC(=O)C1=CC(=CC=2N(C=NC21)CC(F)(F)F)C#CCNC2=C(C=C(C=C2)C(NC)=O)F)C